NN(CC(=O)O)C(=O)O azaaspartic acid